2-(8-fluoro-3-quinolyl)-6,6-dimethyl-4-(3-pyridylmethyl)-4,5-dihydro-1,3-thiazine FC=1C=CC=C2C=C(C=NC12)C=1SC(CC(N1)CC=1C=NC=CC1)(C)C